N-([1,1'-biphenyl]-4-yl)-6-(dibenzo[b,d]furan-2-yl)-N-(naphthalen-1-yl)-9-phenyl-9H-carbazol-3-amine C1(=CC=C(C=C1)N(C=1C=CC=2N(C3=CC=C(C=C3C2C1)C1=CC2=C(OC3=C2C=CC=C3)C=C1)C1=CC=CC=C1)C1=CC=CC3=CC=CC=C13)C1=CC=CC=C1